2-methylsulfinyl-4-(oxetan-3-yloxy)-5-(trifluoromethyl)pyrimidine CS(=O)C1=NC=C(C(=N1)OC1COC1)C(F)(F)F